F[C@H]1C[C@H](N(C1)C)COC1=NC=2C[C@@H](CCC2C(=N1)N1[C@H](CN(CC1)C(C=C)=O)C)C1=CC(=CC2=CC=CC=C12)O 1-[(3S)-4-[(7R)-2-[[(2S,4S)-4-fluoro-1-methyl-pyrrolidin-2-yl]methoxy]-7-(3-hydroxy-1-naphthyl)-5,6,7,8-tetrahydroquinazolin-4-yl]-3-methyl-piperazin-1-yl]prop-2-en-1-one